COC1=CC=C(C=C1)/C=C/C(=O)C1=NC=CC=C1 (E)-3-(4-methoxyphenyl)-1-(pyridin-2-yl)prop-2-en-1-one